CNC=1SC(=C(N1)C1=CC=CC=C1)OC1=CC(=NC=C1)NC1=CC(=NC=C1)C(C)(C)O 2-(4-((4-((2-(methylamino)-4-phenylthiazol-5-yl)oxy)pyridin-2-yl)amino)pyridin-2-yl)propane-2-ol